lauroyl-alanine sodium salt [Na+].C(CCCCCCCCCCC)(=O)N[C@@H](C)C(=O)[O-]